C(CCN)CC(C(=O)[O-])N The molecule is an alpha-amino-acid anion that is the conjugate base of lysine, arising from deprotonation of the carboxy group. It is a conjugate base of a lysine.